CC(C)(C#C)O 2,2-dimethylpropargyl alcohol